C(C)OB1OC(C2=NC(=CC=C21)NC2=NC=C(C(=N2)N[C@H](CO)C2=CC=CC=C2)C2=NC(=NO2)C=2C=NC=CC2)(C)C (S)-2-((2-((1-ethoxy-3,3-dimethyl-1,3-dihydro-[1,2]oxaborolo[4,3-b]pyridin-5-yl)amino)-5-(3-(pyridin-3-yl)-1,2,4-oxadiazol-5-yl)pyrimidin-4-yl)amino)-2-phenylethan-1-ol